3-[(2S)-4-(5-{[3-fluoro-4-(trifluoromethoxy)benzyl]oxy}pyridin-3-yl)morpholin-2-yl]propanoic acid FC=1C=C(COC=2C=C(C=NC2)N2C[C@@H](OCC2)CCC(=O)O)C=CC1OC(F)(F)F